CCCCCCCCCCCCCC(=O)O[C@H](COC(=O)CCCCCCC/C=C\CCCCCCCCC)COP(=O)(O)OC[C@@H](C(=O)O)N 1-(9Z-nonadecenoyl)-2-tetradecanoyl-glycero-3-phosphoserine